CCOP(=O)(C1=CC=CC=C1)C2=C(C=CC(=C2)O)O 2,5-dihydroxyphenyl-ethyl phenyl phosphinate